[K+].C(CO)(=O)[O-] glycolic acid potassium salt